ClC1=NC(=CC=C1)Cl 1,3-dichloroazabenzene